benzyltriazolyl-amide C(C1=CC=CC=C1)[N-]C=1N=NNC1